COC1=C(C(=CC(=C1)COCCC)OC)O 2,6-dimethoxy-4-(propoxymethyl)phenol